O1COC2=C1C=C(C=C2)NC(=NC#N)NCCCN2C=NC=C2C (benzo[d][1,3]dioxol-6-yl)-2-cyano-3-(3-(5-methyl-1H-imidazol-1-yl)propyl)guanidine